Methyl-(3-(propan-1-yn-1-yl)phenoxy)-1H-pyrazole-4-carboxamide CC1=NN(C=C1C(=O)N)OC1=CC(=CC=C1)C#CC